C1(=CC=CC=C1)C1OC(OC1)=O 4-(phenyl)-1,3-dioxolan-2-one